[2-[(1S)-2-[tert-butyl(dimethyl)silyl]oxy-1-methyl-ethyl]-5-ethoxy-4-iodo-pyrazol-3-yl]methanol [Si](C)(C)(C(C)(C)C)OC[C@H](C)N1N=C(C(=C1CO)I)OCC